8-hydroxy-7-[2-(6-sulfo-2-naphthalenyl)diazenyl]-5-quinolinesulfonic acid OC1=C(C=C(C=2C=CC=NC12)S(=O)(=O)O)N=NC1=CC2=CC=C(C=C2C=C1)S(=O)(=O)O